(Z)-3-(1-(4-amino-2-fluoro-but-2-en-1-yl)-6-(trifluoromethyl)-1H-benzo[d]imidazol-4-yl)-N-methylbenzenesulfonamide hydrochloride Cl.NC\C=C(\CN1C=NC2=C1C=C(C=C2C=2C=C(C=CC2)S(=O)(=O)NC)C(F)(F)F)/F